2-(8-((4-methoxybenzyl)oxy)-1,4-dioxaspiro[4.5]Decan-8-yl)acetaldehyde COC1=CC=C(COC2(CCC3(OCCO3)CC2)CC=O)C=C1